(S)-N-(1-(2,4-difluorophenyl)ethyl)-2-(6-methyl-2,4-dioxo-1,4-dihydroquinazolin-3(2H)-yl)acetamide FC1=C(C=CC(=C1)F)[C@H](C)NC(CN1C(NC2=CC=C(C=C2C1=O)C)=O)=O